FC1=C(C=CC(=C1)C)[C@@H]([C@H](C)OC([C@@H](N)C)=O)C(C)C Alanine (2S,3S)-3-(2-fluoro-4-methylphenyl)-4-methylpentan-2-yl ester